(E)-2-(4-trifluoromethylphenyl)-2-(4,4-bis(4-methoxyphenyl)-1,3-butadienyl)-1,3-dithiane FC(C1=CC=C(C=C1)C1(SCCCS1)\C=C\C=C(C1=CC=C(C=C1)OC)C1=CC=C(C=C1)OC)(F)F